(2Z)-2-[1-(2-thienyl)-2-[3-(trifluoromethyl)-1H-pyrazol-1-yl]propylidene]hydrazinecarboxaldehyde S1C(=CC=C1)\C(\C(C)N1N=C(C=C1)C(F)(F)F)=N/NC=O